3-Isocyanatopropylmethyldibutoxy-silan N(=C=O)CCC[Si](OCCCC)(OCCCC)C